ClC=1C(=C(C(=CC1)C(F)(F)F)C1=NC(=CC(N1)=O)C=1C=NC(=CC1)OCCOC(C)C)F 2-[3-chloro-2-fluoro-6-(trifluoromethyl)phenyl]-6-[6-(2-isopropoxyethoxy)pyridin-3-yl]pyrimidin-4(3H)-one